Z-L-alanine C[C@@H](C(=O)O)NC(=O)OCC1=CC=CC=C1